ethyl 1-ethyl-5-(methylcarbamoyl)-1H-pyrazole-3-carboxylate C(C)N1N=C(C=C1C(NC)=O)C(=O)OCC